rel-N-[(3S,4R)-7-methyl-6-oxo-4-({[(1S,4S)-4-(prop-1-yn-1-yl)cyclohexyl]oxy}methyl)-1,3,4,6-tetrahydro-2H-quinolizin-3-yl]cyclopropanesulfonamide CC=1C(N2[C@H]([C@H](CCC2=CC1)NS(=O)(=O)C1CC1)COC1CCC(CC1)C#CC)=O |o1:4,5|